2-benzothiophenal S1C(=CC2=C1C=CC=C2)C=O